1,3-dicyanooxy-2,4,6-trimethylbenzene C(#N)OC1=C(C(=C(C=C1C)C)OC#N)C